OCCN1CCN(CC1)CC1=CC=C(C=C1)B(O)O (4-((4-(2-hydroxyethyl)piperazin-1-yl)methyl)phenyl)boronic acid